BrC=1N=C(SC1)C#C[Si](C(C)C)(C(C)C)C(C)C 4-bromo-2-((triisopropylsilyl)ethynyl)thiazole